5,8-difluoro-3,4-dihydroisoquinoline-1(2H)-one FC1=C2CCNC(C2=C(C=C1)F)=O